CCCCCCCCCCCCOC1=CC=C(C=C1)C=O p-(dodecyloxy)benzaldehyde